CC=1C(=CC=CC1)O ortho-Toluenol